C1(CCCCC1)C[C@@]1(C[C@H](CC1)C1=CC=C(C=C1)C(=O)OC)C(=O)O cis-1-(cyclohexylmethyl)-3-(4-(methoxycarbonyl)phenyl)cyclopentane-1-carboxylic acid